ClC1=C(C(=CC=C1)Cl)C(C)OC=1C=C(NC1C(NC)=O)C(=O)O 4-(1-(2,6-dichlorophenyl)ethoxy)-5-(methylcarbamoyl)-1H-pyrrole-2-carboxylic acid